OC1=C2C(C=3C(=CC(=CC3C(C2=CC=C1)=O)OCCCC(=O)O)C)=O 4-((5-hydroxy-4-methyl-9,10-dioxo-9,10-dihydroanthracen-2-yl)oxy)butanoic acid